dodecyltrimethylammonium caprolactam salt C1(CCCCCN1)=O.C(CCCCCCCCCCC)[N+](C)(C)C